4-(2-chlorophenyl)-1,2,3,6-tetrahydropyridine hydrochloride Cl.ClC1=C(C=CC=C1)C=1CCNCC1